ClC=1C(=NC(=NC1)N1CC2(CC2)CCC1)NC1=CC=2C3=C(C(N(C2C=C1)C)=O)OCC([C@@H](N3)C3CC3)(F)F (S)-10-((5-chloro-2-(5-azaspiro[2.5]octan-5-yl)pyrimidin-4-yl)amino)-2-cyclopropyl-3,3-difluoro-7-methyl-1,2,3,4-tetrahydro-[1,4]oxazepino[2,3-c]quinolin-6(7H)-one